4-(13-propenoyl-1,4,7,10,13-pentaoxatridecyl)benzophenone C(C=C)(=O)OCCOCCOCCOCCOC1=CC=C(C(=O)C2=CC=CC=C2)C=C1